C(C)OC1=NC=CC=C1C1=NC=2CN(C[C@]3(C2C=C1)[C@@H](CN(CC3)C3=C(C=CC=C3)C(F)(F)F)CC)C(=O)OCC3=CC=CC=C3 benzyl (3S,4S)-2'-(2-ethoxypyridin-3-yl)-3-ethyl-1-(2-(trifluoromethyl) phenyl)-6'H-spiro[piperidine-4,5'-[1,7]naphthyridine]-7'(8'H)-carboxylate